1-(4-(1-isopropyl-6-((5-methylthiazol-2-yl)amino)-1H-pyrrolo[3,2-c]pyridin-4-yl)-2,3,6,7-tetrahydro-1H-azepin-1-yl)prop-2-en-1-one C(C)(C)N1C=CC=2C(=NC(=CC21)NC=2SC(=CN2)C)C=2CCN(CCC2)C(C=C)=O